N-(2-(2,2-Difluoro-3-(piperidin-1-yl)propoxy)-5-(3'-methyl-2'-oxo-2',3'-dihydrospiro[cyclobutane-1,1'-pyrrolo[2,3-c]quinolin]-8'-yl)pyridin-3-yl)methanesulfonamide FC(COC1=NC=C(C=C1NS(=O)(=O)C)C1=CC=2C3=C(C=NC2C=C1)N(C(C31CCC1)=O)C)(CN1CCCCC1)F